NC=1C=NN(C1C)CC(C)(O)C 1-(4-amino-5-methyl-1H-pyrazol-1-yl)-2-methylpropan-2-ol